ClC=1C(=NC(=NC1)NC1CCOCC1)C1=CC=C2CN(C(C2=C1)=O)CCC(N1CCCC1)=O 6-{5-Chloro-2-[(oxan-4-yl)amino]pyrimidin-4-yl}-2-[3-oxo-3-(pyrrolidin-1-yl)propyl]-2,3-dihydro-1H-isoindol-1-one